ClCCCN(C)C 3-chloro-N,N-dimethyl-1-propylamine